O=C1NC(CCC1N1C(C2=CC=C(C=C2C1)N1N(CCCC1)C(=O)OC(C)(C)C)=O)=O tert-butyl 2-(2-(2,6-dioxopiperidin-3-yl)-1-oxoisoindolin-5-yl)tetrahydropyridazine-1(2H)-carboxylate